3-Benzenesulfonyl-2-oxo-1-(3-{3-[(1H-pyrrole-2-carbonyl)-amino]-propyl}-cyclobutanecarbonyl)-imidazolidine-4-carboxylic acid methyl ester COC(=O)C1N(C(N(C1)C(=O)C1CC(C1)CCCNC(=O)C=1NC=CC1)=O)S(=O)(=O)C1=CC=CC=C1